2-[4-(Bromomethyl)phenyl]-5-(trifluoromethoxy)pyrimidine BrCC1=CC=C(C=C1)C1=NC=C(C=N1)OC(F)(F)F